(3S,4S) or (3R,4R)-4-(4-{2-[(5-chloro-1-methyl-1H-pyrazol-4-yl)amino]-6-methylquinazolin-7-yl}piperidin-1-yl)oxolan-3-ol ClC1=C(C=NN1C)NC1=NC2=CC(=C(C=C2C=N1)C)C1CCN(CC1)[C@@H]1[C@@H](COC1)O |o1:25,26|